CC=1C=C(C=CC1C=1C=NC(=NC1)C)C1=NNC(OC1)=O 5-[3-methyl-4-(2-methylpyrimidin-5-yl)phenyl]-3,6-dihydro-2H-1,3,4-oxadiazin-2-one